O1CCN(CC1)C1=NC(=NC(=N1)N1CCOCC1)C=1C=CC2=C(N=C(O2)NCC2=CC=CC=C2)C1 4-(((5-(4,6-dimorpholino-1,3,5-triazin-2-yl)benzo[d]oxazol-2-yl)amino)methyl)benzene